4-methoxypyridin-3-ylboronic acid COC1=C(C=NC=C1)B(O)O